CC1(OB(OC1(C)C)C1=CC=C(C=C1)C1OCCC1)C 4,4,5,5-tetramethyl-2-(4-tetrahydrofuran-2-ylphenyl)-1,3,2-dioxaborolane